C(C)OC1=NC(=NC=C1C(NC=1C=C(C=2N(C1)C=C(N2)C)F)=O)C2CN(CC2)C(=O)OC(C)(C)C tert-butyl 3-[4-ethoxy-5-(8-fluoro-2-methylimidazo[1,2-a]pyridin-6-ylcarbamoyl)pyrimidin-2-yl]pyrrolidine-1-carboxylate